CC1=C(C=C(C(=O)NC2=CC(=CC(=C2)C(F)(F)F)N2C=NC(=C2)C)C=C1)CNC1CNC=2N(C1)N=CC2 4-methyl-N-(3-(4-methyl-1H-imidazol-1-yl)-5-(trifluoromethyl)phenyl)-3-(((4,5,6,7-tetrahydropyrazolo[1,5-a]pyrimidin-6-yl)amino)methyl)benzamide